N-[3-(4-amino-7-methyl-7H-pyrrolo[2,3-d]pyrimidin-5-yl)-2-chloro-phenyl]-5-chloro-2-fluoro-4-methoxy-benzenesulfonamide NC=1C2=C(N=CN1)N(C=C2C=2C(=C(C=CC2)NS(=O)(=O)C2=C(C=C(C(=C2)Cl)OC)F)Cl)C